2-methoxy-6-(1H-pyrazol-5-yl)benzoic acid COC1=C(C(=O)O)C(=CC=C1)C1=CC=NN1